Cl.N[C@@H](C)C1=NC=NN1C=1SC(=CN1)C#N 2-{5-[(1S)-1-aminoethyl]-1H-1,2,4-triazol-1-yl}-1,3-thiazol-5-carbonitrile hydrochloride